4-(3,4-dichlorophenoxy)-6-[(3S)-pyrrolidin-3-yl]oxy-pyrido[3,2-d]pyrimidine ClC=1C=C(OC=2C3=C(N=CN2)C=CC(=N3)O[C@@H]3CNCC3)C=CC1Cl